8-methoxy-5-(piperidin-4-yl)isoquinoline-3-carboxamide COC=1C=CC(=C2C=C(N=CC12)C(=O)N)C1CCNCC1